C(C=C)(=O)NC=1C=C(C=CC1)NC1=NC(=NC=C1F)NC1=CC=C(OC2=CC=NC=C2)C=C1 4-(4-(4-(3-acrylamidophenylamino)-5-fluoropyrimidin-2-ylamino)phenoxy)pyridine